ferric hydroxide-sodium salt [Na+].[OH-].[Fe+3].[OH-].[OH-].[OH-]